methyl propionate propionate C(CC)(=O)O.C(CC)(=O)OC